[3-(4-cyanopyrazol-1-yl)-7-oxo-1,6-diazabicyclo[3.2.1]oct-3-en-6-yl]-sulfat C(#N)C=1C=NN(C1)C=1CN2C(N(C(C1)C2)OS(=O)(=O)[O-])=O